(7Z)-11-chloro-1,1-dibutoxy-7-undecene ClCCC\C=C/CCCCCC(OCCCC)OCCCC